4,5-dihydroxy-2,3-dimethoxy-9,10-dihydrophenanthrene OC1=C(C(=CC=2CCC3=CC=CC(=C3C12)O)OC)OC